C(CCCCCCCCCCC)(=O)[O-].C(CCCCCCC)[Sn+](CCCCCCCC)CCCCCCCC trioctyltin laurate